ethyl 1-((trans)-4-hydroxycyclohexyl)-1H-pyrazole-4-carboxylate O[C@@H]1CC[C@H](CC1)N1N=CC(=C1)C(=O)OCC